ClC1=C(C=C2C=C(N=CC2=C1)NC(=O)[C@@H]1C[C@@]12CC(OCC2)(C)C)N2CCN(CC2)[C@@]2(COC[C@@H]2O)C (1R,3R)-N-(7-chloro-6-(4-((3R,4R)-4-hydroxy-3-methyltetrahydrofuran-3-yl)piperazin-1-yl)isoquinolin-3-yl)-5,5-dimethyl-6-oxaspiro[2.5]octane-1-carboxamide